2H-PYRIDO[3,4-B]INDOLE C=1NC=CC=2C1N=C1C=CC=CC21